butyl 2-(cyanomethyl)-4-(7-(naphthalen-1-yl)-2-vinyl-6,7-dihydro-5H-pyrano[2,3-d]pyrimidin-4-yl)piperazine-1-carboxylate C(#N)CC1N(CCN(C1)C=1C2=C(N=C(N1)C=C)OC(CC2)C2=CC=CC1=CC=CC=C21)C(=O)OCCCC